C1=CC=CC=2C3=CC=CC=C3C(C12)COC(=O)N[C@@H](C(=O)O)CCCCN\C(=N\S(=O)(=O)C=1C(=C(C2=C(CC(O2)(C)C)C1C)C)C)\NC (2R)-2-({[(9H-fluoren-9-yl)methoxy]carbonyl}amino)-6-[(E)-N'-methyl-N''-[(2,2,4,6,7-pentamethyl-2,3-dihydro-1-benzofuran-5-yl)sulfonyl]carbamimidamido]hexanoic acid